1-[(2-cyanopyridin-4-yl)methyl]-3-[(1R,2S)-2-phenylcyclopropyl]urea C(#N)C1=NC=CC(=C1)CNC(=O)N[C@H]1[C@@H](C1)C1=CC=CC=C1